2-phenyl-acetic acid methyl ester COC(CC1=CC=CC=C1)=O